ClC=1C(=C(C(=CC1)OC)C1=CC(=NC=C1C(=O)NC=1SC=2N=C(N=CC2N1)OCCO)C)F 4-(3-Chloro-2-fluoro-6-methoxyphenyl)-N-(5-(2-hydroxyethoxy)thiazolo[5,4-d]pyrimidin-2-yl)-6-methylnicotinamide